C3-chloro-5-((4-methoxybenzyl)thio)-4-methylphenol ClC=1C=C(C=C(C1C)SCC1=CC=C(C=C1)OC)O